bromo-1-ethyl-N-methoxy-N-methyl-1H-pyrazole-3-carboxamide BrC=1C(=NN(C1)CC)C(=O)N(C)OC